CN1CC(C1)OC1=C(C(=C(C=C1)F)F)F 1-methyl-3-(2,3,4-trifluorophenoxy)azetidine